COC=1C=2N(C=C(N1)NC(=O)C=1N=CC(=NC1)N1C[C@@H](CC1)N(C(OC(C)(C)C)=O)C)C=C(N2)C tert-butyl (R)-(1-(5-((8-methoxy-2-methylimidazo[1,2-a]pyrazin-6-yl)carbamoyl)pyrazin-2-yl)pyrrolidin-3-yl)(methyl)carbamate